C(C)(C)(CC(C)(C)C)N=C=O t-octyl isocyanate